C(C)(C)(C)OC(NCC1=C(C=C(C=C1)N)C(F)(F)F)=O (4-amino-2-trifluoromethylbenzyl)carbamic acid tert-butyl ester